ClC=1C=CC(=NC1)CN1C(=NC=2N(C(N(C(C12)=O)CCCO)=O)C)OC1=CC=C(C=C1)C(C)C 7-((5-chloropyridin-2-yl)methyl)-1-(3-hydroxypropyl)-8-(4-isopropylphenoxy)-3-methyl-1H-purine-2,6(3H,7H)-dione